3-methyl-2-[methyl-[3-(3,3,3-trifluoroprop-1-ynyl)cyclobutanecarbonyl]amino]butanoic acid CC(C(C(=O)O)N(C(=O)C1CC(C1)C#CC(F)(F)F)C)C